[Fe].[Al](Cl)(Cl)Cl aluminum chloride iron salt